di-tert-butyl 3,6,9,12,15-pentaoxaheptadecanedioate C(COCCOCCOCCOCCOCC(=O)OC(C)(C)C)(=O)OC(C)(C)C